NC1=C2N=CN(C2=NC=N1)C[C@@H](C)OCP(OCCCOCCCCCCCCCCC#CC1=CC(=CC=C1)F)(O)=O 3-((12-(3-fluorophenyl)dodec-11-yn-1-yl)oxy)propyl hydrogen ((((R)-1-(6-amino-9H-purin-9-yl)propan-2-yl)oxy)methyl)phosphonate